2-(6-bromo-4-ethoxy-1-oxophthalazin-2-yl)-N-(5-fluoropyrimidin-2-yl)acetamide BrC=1C=C2C(=NN(C(C2=CC1)=O)CC(=O)NC1=NC=C(C=N1)F)OCC